The molecule is a limonoid that is epoxyazadiradione in which the acetyl group has been replaced by a benzoyl group. It has been isolated from Azadirachta indica. It has a role as a metabolite and a plant metabolite. It is a benzoate ester, a cyclic terpene ketone, a member of furans, a limonoid, a pentacyclic triterpenoid, a 3-oxo-Delta(1) steroid and an epoxy steroid. It derives from an epoxyazadiradione. C[C@@]12CC[C@@H]3[C@]4(C=CC(=O)C([C@@H]4C[C@H]([C@]3([C@@]15[C@H](O5)C(=O)[C@H]2C6=COC=C6)C)OC(=O)C7=CC=CC=C7)(C)C)C